CC=1N=C2N(C=CC=N2)C1B(O)O 2-methylimidazo[1,2-a]pyrimidine-3-boronic acid